2-chloro-N-(3-methyl-2-(4-methylpiperazin-1-yl)butyl)quinazolin-4-amine ClC1=NC2=CC=CC=C2C(=N1)NCC(C(C)C)N1CCN(CC1)C